NC1=NC(=NC(=N1)N)C1=CC=C(C=C1)C1=NC(=NC(=N1)N)N 6-[4-(4,6-diamino-1,3,5-triazine-2-yl)phenyl]-1,3,5-triazine-2,4-diamine